ClC=1C=C(C=C2C(C=CNC12)=O)S(=O)(=O)N 8-chloro-4-oxo-1,4-dihydroquinoline-6-sulfonamide